C1(CC1)C1=C2C(=NC=C1)NC(=C2)C(=O)NC2CCC(CC2)(C)C 4-cyclopropyl-N-(4,4-dimethylcyclohexyl)-1H-pyrrolo[2,3-b]pyridine-2-carboxamide